2-((6-chloropyrimidin-4-yl)methyl)isoindoline-1,3-dione ClC1=CC(=NC=N1)CN1C(C2=CC=CC=C2C1=O)=O